NC=1C=C(C(C)(C)C2=CC=C(C=C2)C(C2=CC(=CC=C2)N)(C)C)C=CC1 1,4-bis(3-amino-alpha,alpha-dimethylbenzyl)benzene